N-(4-((5-fluoro-6-cyanopyridin-3-yl)oxy)cyclohexyl)acetamide FC=1C=C(C=NC1C#N)OC1CCC(CC1)NC(C)=O